C1(CCCCCCC1)CN1C=C([C@H]2[C@H](O)[C@H](O)[C@@H](CO)O2)C(NC1=O)=O 1-Cyclooctylmethyl-pseudouridine